S1C(=NC2=C1C=CC=C2)C2CCN(CC2)C(=O)C2=CC=C(C=C2)[C@@]2(C(NC(N2)=O)=O)C(C)C (R)-5-[4-(4-benzothiazol-2-ylpiperidine-1-carbonyl)phenyl]-5-isopropylimidazolidine-2,4-dione